methyl 4-((2-(methoxycarbonyl) phenyl) thio)-3-nitrobenzoate COC(=O)C1=C(C=CC=C1)SC1=C(C=C(C(=O)OC)C=C1)[N+](=O)[O-]